e-hydrazine NN